Fmoc-β-homoserine C(=O)(OCC1C2=CC=CC=C2C2=CC=CC=C12)N[C@@H](CO)CC(=O)O